(S)-N'-((1,2,3,5,6,7-hexahydro-s-indacen-4-yl)-carbamoyl)-4-(2-hydroxy-propan-2-yl)-5-methyl-thiazole-2-sulfonimidamide C1CCC2=C(C=3CCCC3C=C12)NC(=O)N=[S@@](=O)(N)C=1SC(=C(N1)C(C)(C)O)C